dimethylmethylenebis(indenyl)diphenoxyzirconium CC(C)=[Zr](OC1=CC=CC=C1)(OC1=CC=CC=C1)(C1C=CC2=CC=CC=C12)C1C=CC2=CC=CC=C12